O=C([C@H](O)[C@@H](O)[C@H](O)C(=O)[O-])[O-].[K+].[K+] potassium xylarate